C(C)OC(=O)C1=NN(C(C1)C1=CC2=CC=CC=C2C=C1)C1=CC=CC=C1 5-(naphthalen-2-yl)-1-phenyl-4,5-dihydro-1H-pyrazole-3-carboxylic acid ethyl ester